CC1(OB(OC1(C)C)C1=CC=CC=2C1=CC=1NC3=CC=CC=C3C1C2)C 7-(4,4,5,5-tetramethyl-1,3,2-dioxaborolan-2-yl)-5H-benzo[b]carbazole